OCC=1C=CC(=NC1)C(=O)NC=1C=C(C=CC1)C=1C(C(C=CC1)NCC1=CC=C(C=C1)S(=O)(=O)F)(C)C 4-(((3'-(5-(Hydroxymethyl)picolinamido)-2,2-dimethyl-[1,1'-biphenyl]-3-yl)amino)methyl)benzenesulfonyl fluoride